N-{p-[4-(4,4-difluoro-1-piperidyl)-1H-1,5,7-triazainden-2-yl]phenyl}-1-piperazinecarboxamide FC1(CCN(CC1)C1=C2C=C(NC2=NC=N1)C1=CC=C(C=C1)NC(=O)N1CCNCC1)F